[Cl-].C(CCCCCCCCCCCCCCC)[N+](CCC[Si](OCC)(OCC)OCC)(C)C cetyl-dimethyl-(3-triethoxysilylpropyl)ammonium chloride